FC=1C=C(C=C(C1)F)NC(NC1=C(C(=O)NCCN)C=CC(=C1)OC)=O 2-[3-(3,5-difluorophenyl)ureido]-4-methoxy-N-(2-amino-ethyl)benzamide